(S)-3-(1-(6-(4-fluoro-1H-pyrazol-1-yl)pyridin-3-yl)ethyl)-1-methyl-1,3-diazaspiro[4.5]decane-2,8-dione FC=1C=NN(C1)C1=CC=C(C=N1)[C@H](C)N1C(N(C2(C1)CCC(CC2)=O)C)=O